FC(C1=NN=C(O1)C=1C=CC(=NC1)CN1C(C2=CC=C(C=C2C(C1=O)(C)C)N1CCN(CC1)CCC)=O)F 2-((5-(5-(difluoromethyl)-1,3,4-oxadiazole-2-yl)pyridine-2-yl)methyl)-4,4-dimethyl-6-(4-propylpiperazine-1-yl)isoquinoline-1,3(2H,4H)-dione